C([C@@H]1[C@H]([C@@H]([C@H]([C@H](O1)O[C@@H]([C@@H]([C@@H](CO)O)O)C(=O)CO)O)O)O)O beta-turanose